O1CCC2=C1C=CC(=C2)C2=CN=CC=1[C@@H](CCCC21)NC(CC)=O (R)-N-(4-(2,3-dihydrobenzofuran-5-yl)-5,6,7,8-tetrahydroisoquinolin-8-yl)propionamide